C(C)(C)OC(=O)C1=C(SC=2CNCCC21)NC(=O)C=2OC(=CC2)[N+](=O)[O-] isopropyl-2-(5-nitrofuran-2-carboxamido)-4,5,6,7-tetrahydrothieno[2,3-c]pyridine-3-carboxylate